N[C@@H](C)C(=O)OC(CCCCCC)CCCCCC Tridecan-7-yl L-alaninate